6-hexanesulfonic acid CCCCCCS(=O)(=O)O